nitro-3,4-dihydro-1H-1,8-phenanthroline-2-one [N+](=O)([O-])N1C(CCC2=CC=C3C=NC=CC3=C12)=O